BrC=1C=C2C=C(C(=C(N2C1)NC1CCOCC1)C)C#N 2-bromo-6-methyl-5-((tetrahydro-2H-pyran-4-yl)amino)indolizine-7-carbonitrile